2-diazocyclohexane [N+](=[N-])=C1CCCCC1